6'-chloro-2'-methyl-3'-oxo-2',3'-dihydro-1'H-spiro[cyclopropane-1,4'-isoquinoline]-2-carbaldehyde ClC=1C=C2C3(C(N(CC2=CC1)C)=O)C(C3)C=O